C(C)(C)(C)C=1N=C(N=NC1)NCC1=C(N=NN1C)C1=CC=C(C(=N1)C)O[C@@H]1C[C@H](CCC1)C(=O)O (1S,3S)-3-((6-(5-(((5-(tert-butyl)-1,2,4-triazin-3-yl)amino)methyl)-1-methyl-1H-1,2,3-triazol-4-yl)-2-methylpyridin-3-yl)oxy)cyclohexanecarboxylic acid